NC12CCC(CC1)(C2)N2C(=C(C1=C2N=CN=C1N)C=1C=NC2=CC=CC=C2C1)C#C 7-(4-aminobicyclo[2.2.1]Heptane-1-yl)-6-ethynyl-5-(quinolin-3-yl)-7H-pyrrolo[2,3-d]pyrimidin-4-amine